ClC=1C=C2C(=NC1)C(=C(O2)C2CCCCC2)I 6-chloro-2-cyclohexyl-3-iodofuro[3,2-b]pyridine